N-(3,4-difluorobenzyl)-4-(5-methyl-2-((1-methyl-1H-pyrazol-5-yl)amino)pyrimidin-4-yl)oxazole-2-carboxamide FC=1C=C(CNC(=O)C=2OC=C(N2)C2=NC(=NC=C2C)NC2=CC=NN2C)C=CC1F